2-(2-(4,4-difluoroazepan-1-yl)-7-fluoroquinoline-3-carboxamido)thiazole-5-carboxylic acid FC1(CCN(CCC1)C1=NC2=CC(=CC=C2C=C1C(=O)NC=1SC(=CN1)C(=O)O)F)F